nonylhydrazine dihydrochloride Cl.Cl.C(CCCCCCCC)NN